C(CCCCCCCCCCCCC)NCCN myristyl-ethylenediamine